2-(2,3,4,5-tetrakis(3-methyl-9H-carbazol-9-yl)-6-(pyridin-3-yl)phenyl)benzo[d]thiazole CC=1C=CC=2N(C3=CC=CC=C3C2C1)C1=C(C(=C(C(=C1N1C2=CC=CC=C2C=2C=C(C=CC12)C)N1C2=CC=CC=C2C=2C=C(C=CC12)C)N1C2=CC=CC=C2C=2C=C(C=CC12)C)C=1C=NC=CC1)C=1SC2=C(N1)C=CC=C2